C(CNCCNCCNCCNCCNCCCCC(=O)O)(=O)O 3,6,9,12,15-pentaazaicosane-1,20-dioic acid